(7S)-2-((trans-3-((6-fluoropyridin-3-yl)oxy)cyclobutyl)amino)-4,5,7,8-tetramethyl-7,8-dihydropteridin-6(5H)-one FC1=CC=C(C=N1)O[C@@H]1C[C@H](C1)NC1=NC=2N([C@H](C(N(C2C(=N1)C)C)=O)C)C